OC1=CC=C(C=C1)\C(=C(/CC)\C1=CC=CC=C1)\C1=CC=C(C=C1)N1CCC(CC1)CCN1CCN(CC1)C1=CC2=C(C=N1)C(N(C2)C2C(NC(CC2)=O)=O)=O (E)-3-(6-(4-(2-(1-(4-(1-(4-hydroxyphenyl)-2-phenylbut-1-en-1-yl)phenyl)piperidin-4-yl)ethyl)piperazin-1-yl)-3-oxo-1,3-dihydro-2H-pyrrolo[3,4-c]pyridin-2-yl)piperidine-2,6-dione